CC1=CSC=2C1=NC=C(C2)C(C)(C)O 2-(3-methylthieno[3,2-b]pyridin-6-yl)propan-2-ol